2-(7-(perfluorophenyl)-9-(pyridin-2-yl)-5,6-dihydrobenzo[h]quinolin-2-yl)phenol FC1=C(C(=C(C(=C1F)F)F)F)C1=CC(=CC2=C1CCC=1C=CC(=NC21)C2=C(C=CC=C2)O)C2=NC=CC=C2